NC(CCC(=O)O)C1=CC(=C(C=C1)Br)F 4-amino-4-(4-bromo-3-fluorophenyl)butanoic acid